5-bromo-4-cyclopropyl-6-(tridecylmethoxy)pyrimidine BrC=1C(=NC=NC1OCCCCCCCCCCCCCC)C1CC1